COCC(C(=O)O)OC1=CC=C2C(=CNC(C2=C1)=O)C1=C(C=CC=C1)C 3-methoxy-2-((1-oxo-4-(o-tolyl)-1,2-dihydroisoquinolin-7-yl)oxy)propanoic acid